Diphenylcarbazol C1=CC=C(C=C1)C2=C(C3=C(C=C2)C4=CC=CC=C4N3)C5=CC=CC=C5